C(C)N1C=NC2=C1C=C(C(=C2F)C#CC2=NN(C(=C2C(=O)N)NCCO)[C@@H]2CN(CC2)C(C=C)=O)F 3-[2-(1-Ethyl-4,6-difluoro-1,3-benzodiazol-5-yl)ethynyl]-5-[(2-hydroxyethyl)amino]-1-[(3S)-1-(prop-2-enoyl)pyrrolidin-3-yl]pyrazole-4-carboxamide